(2-Amino-5-chlorophenyl)methanol NC1=C(C=C(C=C1)Cl)CO